CN1C(C(=NC(=C1)Br)C(C)C)=O Methyl-5-bromo-3-isopropylpyrazin-2(1H)-one